Benzoic acid 3-[2-chloro-3-fluoro-4-(4-methyl-6-oxo-4,5-dihydro-1H-pyridazin-3-yl) phenoxy]-2,2-Difluoropropyl ester ClC1=C(OCC(COC(C2=CC=CC=C2)=O)(F)F)C=CC(=C1F)C1=NNC(CC1C)=O